ClC1=C(C#N)C=CC=C1N1N=CC(=C1)C1=C2C(=NC=C1)NC=C2 2-chloro-3-[4-(1H-pyrrolo[2,3-b]pyridin-4-yl)-1H-pyrazol-1-yl]benzonitrile